(2R,4R)-1-(3-chloro-2-fluorobenzyl)-4-((3-fluoro-6-((5-methyl-1H-pyrazol-3-yl)amino)-4-morpholinopyridin-2-yl)methyl)-2-meth-ylpiperidine-4-carboxylic acid ClC=1C(=C(CN2[C@@H](C[C@@](CC2)(C(=O)O)CC2=NC(=CC(=C2F)N2CCOCC2)NC2=NNC(=C2)C)C)C=CC1)F